1-(4,4-Difluorocyclohexyl)-4-nitro-1H-pyrazole FC1(CCC(CC1)N1N=CC(=C1)[N+](=O)[O-])F